stearyl-cholesterol C(CCCCCCCCCCCCCCCCC)CC(C)CCC[C@@H](C)[C@H]1CC[C@H]2[C@@H]3CC=C4C[C@@H](O)CC[C@]4(C)[C@H]3CC[C@]12C